L-2-fucosyllactose C1([C@@H](O)[C@H](O)[C@H](O)[C@@H](O1)C)[C@@]1(C(O)O[C@@H]([C@H]([C@@H]1O)O[C@H]1[C@H](O)[C@@H](O)[C@@H](O)[C@H](O1)CO)CO)O